C1(CC1)[C@H](C1=NC=2N(C=C1)C=C(N2)[C@@H](NC(=O)C2=NOC=C2C)C2CCC(CC2)(F)F)NC(C[C@@H]2C(C2)(F)F)=O |o1:34| N-((S)-(7-((R)-Cyclopropyl(2-((S*)-2,2-difluorocyclopropyl)acetamido)methyl)imidazo[1,2-a]pyrimidin-2-yl)(4,4-difluorocyclohexyl)methyl)-4-methylisoxazole-3-carboxamide